7-((2R,3R,4S,5R)-5-(2-(2-amino-3-bromoquinolin-7-yl)ethyl)-3,4-dihydroxytetrahydrofuran-2-yl)-1,7-dihydro-4H-pyrrolo[2,3-d]pyrimidin-4-one oxime NC1=NC2=CC(=CC=C2C=C1Br)CC[C@@H]1[C@H]([C@H]([C@@H](O1)N1C=CC2=C1NC=NC2=NO)O)O